OC(C)(C)C=1N=CC(=NC1)N1C(O[C@]2(C1)C[C@@](C(CC2)=O)(C)CN2C=NC1=C2C=C(C=C1)C#N)=O (((5S,7S)-3-(5-(2-hydroxy-prop-2-yl)pyrazin-2-yl)-7-methyl-2,8-dioxo-1-oxa-3-azaspiro[4.5]decan-7-yl)methyl)-1H-benzo[d]imidazole-6-carbonitrile